1-(3-(5-amino-3-(3-methoxy-4-((4-(trifluoromethyl)pyridin-2-yl)oxy)phenyl)imidazo[1,5-c]pyrimidin-1-yl)pyrrolidin-1-yl)prop-2-en-1-one NC1=NC=CC=2N1C(=NC2C2CN(CC2)C(C=C)=O)C2=CC(=C(C=C2)OC2=NC=CC(=C2)C(F)(F)F)OC